1-(3-(piperidin-1-yl)propyl)-1H-indazol-5-amine N1(CCCCC1)CCCN1N=CC2=CC(=CC=C12)N